tert-Butyl 4-[2-[[6-[2-cyano-3-[[ethyl(methyl)sulfamoyl]amino]-phenyl]-8-methyl-7-oxopyrido[2,3-d]pyrimidin-2-yl]amino]ethyl]piperidine-1-carboxylate C(#N)C1=C(C=CC=C1NS(N(C)CC)(=O)=O)C1=CC2=C(N=C(N=C2)NCCC2CCN(CC2)C(=O)OC(C)(C)C)N(C1=O)C